(S)-(1-(4-(tert-butoxycarbonyl)-1H-pyrazol-1-yl)ethyl)boronic acid C(C)(C)(C)OC(=O)C=1C=NN(C1)[C@H](C)B(O)O